(trans)-benzyl 3-((tert-butoxycarbonyl) amino)-4-hydroxypiperidine-1-carboxylate C(C)(C)(C)OC(=O)N[C@@H]1CN(CC[C@H]1O)C(=O)OCC1=CC=CC=C1